4-(4-bromo-2-nitrophenyl)-1H-pyrrole-3-carbonitrile BrC1=CC(=C(C=C1)C=1C(=CNC1)C#N)[N+](=O)[O-]